propan-2-yl-Methyl-sulfonamide CC(C)NS(=O)(=O)C